C1(CC1)C(=O)NC1=CC(=C(N=N1)C(=O)NC([2H])([2H])[2H])NC1=NC=CC(=C1OC)C1=NN(N=C1)C1CC1 6-cyclopropaneamido-4-{[4-(2-cyclopropyl-2H-1,2,3-triazol-4-yl)-3-methoxypyridin-2-yl]amino}-N-(2H3)methylpyridazine-3-carboxamide